R-4-pyridineethylamine N1=CC=C(C=C1)CCN